ClC1=C(C=CC(=C1)Cl)C=1CCCC2=C(C1C1=CC(=C(C(=C1)F)C=C1CN(C1)CCCF)F)C=CC=C2 8-(2,4-Dichlorophenyl)-9-(3,5-difluoro-4-((1-(3-fluoropropyl)azetidin-3-yliden)methyl)phenyl)-6,7-dihydro-5H-benzo[7]annulen